(2'S,4S,7R)-2'-methyl-1'-(1H-pyrazol-4-ylmethyl)-2-(trifluoromethyl)spiro[4,5-dihydrothieno[2,3-c]pyran-7,4'-piperidin]-4-ol C[C@@H]1N(CC[C@]2(C1)OC[C@H](C1=C2SC(=C1)C(F)(F)F)O)CC=1C=NNC1